2,2-dichloro(benzo[d][1,3]dioxol) ClC1(OC2=C(O1)C=CC=C2)Cl